FC1=C(C(=CC=C1)F)C1=N[C@H](C2=NC(=NN2C=2SC=3OCCOCC3C12)C(=O)O)C (7S)-9-(2,6-difluorophenyl)-7-methyl-13,16-dioxa-18-thia-2,3,5,8-tetrazatetracyclo[8.8.0.02,6.011,17]octadeca-1(10),3,5,8,11(17)-pentaene-4-carboxylic acid